FC(OC1=C(C=CC=C1F)C=1CCCC2=C(C1C1=CC=C(C=C1)CC1CN(C1)CCCF)C=CC(=C2)C(=O)O)F 8-(2-(difluoromethoxy)-3-fluorophenyl)-9-(4-((1-(3-fluoropropyl)azetidin-3-yl)methyl)phenyl)-6,7-dihydro-5H-benzo[7]annulene-3-carboxylic acid